C1(CCCC1)C(C(=O)NC=1SC2=C(N1)C=C(C(=C2)OC)OC)C2=CC=C(C=C2)S(=O)(=O)CC 2-Cyclopentyl-N-(5,6-dimethoxy-benzothiazol-2-yl)-2-(4-ethanesulfonyl-phenyl)-acetamide